[Si](C)(C)(C(C)(C)C)OC[C@@H]1[C@@H](C1)N(C(OCC1=CC=C(C=C1)NC([C@H](C)NC([C@H](C(C)C)NC(=O)OC(C)(C)C)=O)=O)=O)C {4-[(2S)-2-[(2S)-2-{[(tert-butoxy)carbonyl]amino}-3-methylbutanamido]propanamido]phenyl}methyl N-[(1R,2S)-2-{[(tert-butyldimethylsilyl)oxy]methyl}cyclopropyl]-N-methylcarbamate